FC1=C(C=CC(=C1COC=1C(=C2C(=NC1)N(N=C2C)COCC[Si](C)(C)C)C2=CC=CC=C2)F)NS(=O)(=O)C=2C(=NC=C(C2)F)OC N-(2,4-difluoro-3-[[(3-methyl-4-phenyl-1-[[2-(trimethylsilyl)ethoxy]methyl]pyrazolo[3,4-b]pyridin-5-yl)oxy]methyl]phenyl)-5-fluoro-2-methoxypyridine-3-sulfonamide